N-(2-(azetidin-1-yl)-1-benzyl-6-(3,5-dimethylisoxazol-4-yl)-1H-benzo[d]imidazol-4-yl)acetamide N1(CCC1)C1=NC2=C(N1CC1=CC=CC=C1)C=C(C=C2NC(C)=O)C=2C(=NOC2C)C